ClC1=CC=C2C(=C(NC2=C1Cl)C1=NN=C(O1)NC(CO)=O)C=1C=NNC1 N-[5-[6,7-Dichloro-3-(1H-pyrazol-4-yl)-1H-indol-2-yl]-1,3,4-oxadiazol-2-yl]-2-hydroxy-acetamide